1-(3-bromopyridin-4-yl)-n-methylmethanamine BrC=1C=NC=CC1CNC